6-tert-butyl-9-[6-(dimethylamino)pyridin-3-yl]-10-methoxy-2-oxo-6,7-dihydro-2H-pyrido[2,1-a]isoquinoline-3-carboxylic acid C(C)(C)(C)C1N2C(C3=CC(=C(C=C3C1)C=1C=NC(=CC1)N(C)C)OC)=CC(C(=C2)C(=O)O)=O